chlorine diisobutyronitrile C(C(C)C)#N.C(C(C)C)#N.[Cl]